3-(2-amino-[1,2,4]triazolo[1,5-a]pyridin-7-yl)-6-chloro-2-fluoro-N-((2S,3R)-2-fluoro-3-(4-fluorophenyl)-3-hydroxypropyl)benzamide NC1=NN2C(C=C(C=C2)C=2C(=C(C(=O)NC[C@@H]([C@H](O)C3=CC=C(C=C3)F)F)C(=CC2)Cl)F)=N1